C12C3CC=CCC3C(C3C4CCC(C31)C4)C2 pentacyclo[6.6.1.110,13.02,7.09,14]-hexadec-4-ene